OCCN1CCN(CC1)C=1C=C(C=CC1)NC1=NC=CC(=N1)C1=C(N2C(=NC(=C(C2=O)C(C)C)C)S1)C1=CC=CC=C1 2-(2-{3-[4-(2-Hydroxy-ethyl)-piperazin-1-yl]-phenylamino}-pyrimidin-4-yl)-6-isopropyl-7-methyl-3-phenyl-thiazolo[3,2-a]pyrimidin-5-one